C12(CC3CC(CC(C1)C3)C2)NCCN2CCN(CC2)CCC2=C3CN(C(C3=CC=C2)=O)C2C(NC(CC2)=O)=O 3-(4-(2-(4-(2-(adamantan-1-ylamino)ethyl)piperazin-1-yl)ethyl)-1-oxoisoindolin-2-yl)piperidine-2,6-dione